N1C=CC2=C(C=CC=C12)CCNC(C1=CC=C(C=C1)NC(COC1=CC=CC=C1)=O)=O N-[2-(1H-indol-4-yl)ethyl]-4-[(phenoxy)acetamido]benzamide